5-amino-8-(2-chloro-6-methyl-4-pyridinyl)-2-[(5-methoxy-2-pyridinyl)methyl]-7-phenyl-[1,2,4]triazolo[4,3-c]pyrimidin-3-one NC1=NC(=C(C=2N1C(N(N2)CC2=NC=C(C=C2)OC)=O)C2=CC(=NC(=C2)C)Cl)C2=CC=CC=C2